CN1OC=C(C1)C(=O)O 2-METHYLISOXAZOLE-4-CARBOXYLIC ACID